2-(3-bromo-6-(trifluoromethyl)pyridin-2-yl)acetonitrile BrC=1C(=NC(=CC1)C(F)(F)F)CC#N